trans-1-ethyl-4-methyl-cyclohexane C(C)[C@@H]1CC[C@H](CC1)C